C(C)OC(=O)C=1OC2=C(C1C)C=C(C=C2)S(NCCC=2SC=C(C2)C)(=O)=O 3-methyl-5-(N-(2-(4-methylthiophene-2-yl)ethyl)sulfamoyl)benzofuran-2-carboxylic acid ethyl ester